1-(4-(6-(4-fluorophenyl)-4-(1-methyl-1H-pyrazol-3-yl)pyridin-3-yl)piperazin-1-yl)ethan-1-one FC1=CC=C(C=C1)C1=CC(=C(C=N1)N1CCN(CC1)C(C)=O)C1=NN(C=C1)C